C(/CCC)=C\1/OC(C2=C1C=CC=C2)=O (3Z)-3-butyliden-2-benzofuran-1-one